para-bromobenzyl-acetonitrile BrC1=CC=C(CCC#N)C=C1